C[C@H]1[C@@H]([C@H]([C@H]([C@@H](O1)OC[C@@H]2[C@H]([C@@H]([C@H]([C@@H](O2)OC3=CC4=C(C=C(C=C4[O+]=C3C5=CC(=C(C=C5)O)O)O)O)O)O)O)O)O)O.[Cl-] The molecule is a member of the class of anthocyanin chlorides that has cyanidin 3-O-rutinoside as the cationic counterpart. It contains a cyanidin 3-O-rutinoside.